diethyl [3-(dibutylamino)propyl]phosphonate C(CCC)N(CCCP(OCC)(OCC)=O)CCCC